COC(=O)C1=CC2=C(N(C(=N2)C=2NC3=CC(=CC=C3C2)Br)C2CC2)C(=C1)OC 2-(6-bromo-1H-indol-2-yl)-1-cyclopropyl-7-methoxy-1H-benzo[d]Imidazole-5-carboxylic acid methyl ester